1-[(2-Bromo-1,3-thiazol-5-yl)methyl]-2,3-dihydro-1H-indol-2-one BrC=1SC(=CN1)CN1C(CC2=CC=CC=C12)=O